FC=1C(=C(C=CC1)NC1=C(NC2=C1C(NCC2)=O)C2=C(C=NC=C2)OC(CC2=CC=CC=C2)C)OC 3-((3-fluoro-2-methoxyphenyl)amino)-2-(3-((1-phenylpropan-2-yl)oxy)pyridin-4-yl)-1,5,6,7-tetrahydro-4H-pyrrolo[3,2-c]pyridin-4-one